C1(CC1)S(=O)(=O)N1CCN(CC1)C(CC)O (4-(cyclopropylsulfonyl)piperazine-1-Yl)propan-1-ol